N-((1r,4r)-4-(3,3-difluoropropoxy)cyclohexyl)-5,6-dihydrobenzo[f]imidazo[1,5-d][1,4]oxazepine-10-carboxamide FC(CCOC1CCC(CC1)NC(=O)C=1C=CC2=C(C=3N(CCO2)C=NC3)C1)F